3-(4-bromophenyl)azetidine BrC1=CC=C(C=C1)C1CNC1